BrC1=C(C=CC=C1Br)C(F)(F)F 2,3-dibromobenzotrifluoride